(3-chloro-1-(pyridin-3-yl)-1H-pyrazol-4-yl)-N-ethylacetamide ClC1=NN(C=C1CC(=O)NCC)C=1C=NC=CC1